ClC1=NC2=CC=C(C=C2C(=N1)N(C1=CC=CC=C1)C)Cl 2,6-dichloro-N-methyl-N-Phenylquinazolin-4-amine